C(C)(C)C1=C(C(C(=O)O)=CC(=C1)C(C)C)O 3,5-di-isopropylsalicylic acid